N-methyl-N-((1R,3R,6S)-1-((6-(1-methyl-1H-pyrazol-4-yl)pyrazolo[1,5-a]pyrazin-4-yl)oxy)bicyclo[4.1.0]heptan-3-yl)but-2-ynamide CN(C(C#CC)=O)[C@H]1C[C@@]2(C[C@@H]2CC1)OC=1C=2N(C=C(N1)C=1C=NN(C1)C)N=CC2